6-(1,2-dihydroxyethyl)-4-(4-methoxy-4-methylpiperidin-1-yl)-2-oxo-1,2-dihydroquinoline-3-carbonitrile OC(CO)C=1C=C2C(=C(C(NC2=CC1)=O)C#N)N1CCC(CC1)(C)OC